CC1OC(CN(C1)C1=CC=C(C=C1)NC1=CC2=C(N(C(O2)=O)C)C=C1)C 6-((4-(2,6-Dimethylmorpholino)phenyl)amino)-3-methylbenzo[d]oxazol-2(3H)-one